O[C@@H]1CC[C@@]2([C@H]3CC[C@]4([C@H]([C@@H]3CC[C@@H]2C1)CC[C@@H]4[C@@H](CCC(=O)O)C)C)C (4R)-4-[(1R,3aS,3bR,5aR,7R,9aS,9bS,11aR)-7-Hydroxy-9a,11a-dimethylhexadecahydro-1H-cyclopenta[a]phenanthren-1-yl]pentanoic acid